OC1CC(CC(C1)C(=O)OC)C(=O)OC dimethyl 5-hydroxycyclohexane-1,3-diformate